C(C)(C)(C)OC(=O)NCC=1C=C(C=CC1)NC(=O)C(C(=O)OCC)CC(C)C Ethyl 2-[[3-[(tert-butoxycarbonylamino)methyl]phenyl]carbamoyl]-4-methyl-pentanoate